(2S)-2-[3-[(4R)-3-(4-chlorophenyl)-4-phenyl-4,5-dihydropyrazol-1-yl]-5-oxo-1H-1,2,4-triazol-4-yl]propanamide ClC1=CC=C(C=C1)C1=NN(C[C@H]1C1=CC=CC=C1)C1=NNC(N1[C@H](C(=O)N)C)=O